CNC(=O)NC=1C=NN2C1N=C(C=C2NC)NC2=CC=CC=1CCCCC21 1-methyl-3-(7-(methylamino)-5-((5,6,7,8-tetrahydronaphthalen-1-yl)amino)pyrazolo[1,5-a]pyrimidin-3-yl)urea